6-[4-[acetyl(cyclopropylmethyl)amino]-3-chloro-phenyl]-N-(oxazol-2-ylmethyl)pyridine-3-carboxamide C(C)(=O)N(C1=C(C=C(C=C1)C1=CC=C(C=N1)C(=O)NCC=1OC=CN1)Cl)CC1CC1